tert-butyl (2S,6R*)-2-{[(1S)-1-cyano-2-[4-(3-methyl-2-oxo-2,3-dihydro-1,3-benzoxazol-5-yl)phenyl]ethyl]carbamoyl}-6-hydroxy-6-propyl-1,4-oxazepane-4-carboxylate C(#N)[C@H](CC1=CC=C(C=C1)C=1C=CC2=C(N(C(O2)=O)C)C1)NC(=O)[C@H]1OC[C@](CN(C1)C(=O)OC(C)(C)C)(CCC)O |o1:27|